7-fluoro-3-methoxy-1-phenyl-1H-benzo[g]indazol-5-ol FC=1C=CC=2C(=C(C=C3C(=NN(C23)C2=CC=CC=C2)OC)O)C1